N-(5-(3,5-difluorobenzyl)-1H-indazol-3-yl)-4-(4-(2-((1-(2,6-dioxopiperidin-3-yl)-1H-benzo[d]imidazol-5-yl)oxy)ethyl)piperazin-1-yl)-2-((tetrahydro-2H-pyran-4-yl)amino)benzamide FC=1C=C(CC=2C=C3C(=NNC3=CC2)NC(C2=C(C=C(C=C2)N2CCN(CC2)CCOC2=CC3=C(N(C=N3)C3C(NC(CC3)=O)=O)C=C2)NC2CCOCC2)=O)C=C(C1)F